N-(3-methanesulfonylphenyl)-7-{8-methyl-1H,2H,3H-pyrido[2,3-b][1,4]oxazin-7-yl}-5H,6H,7H,8H-pyrido[3,4-d]pyrimidin-2-amine CS(=O)(=O)C=1C=C(C=CC1)NC=1N=CC2=C(N1)CN(CC2)C2=C(C1=C(OCCN1)N=C2)C